tert-butyl 2-((1-acetyl-1,2,3,4-tetrahydroquinolin-8-yl) methyl)-2,7-diazaspiro[3.5]nonane-7-carboxylate C(C)(=O)N1CCCC2=CC=CC(=C12)CN1CC2(C1)CCN(CC2)C(=O)OC(C)(C)C